3-[2-(1-cyclopropyl-6-fluoro-1,3-benzodiazol-5-yl)ethynyl]-5-(methylamino)-1-[1-(prop-2-ynyl)pyrrolidin-3-yl]Pyrazole-4-carboxamide C1(CC1)N1C=NC2=C1C=C(C(=C2)C#CC2=NN(C(=C2C(=O)N)NC)C2CN(CC2)CC#C)F